Cl.O[C@H]1C[C@@H](NC1)C(=O)NCC1=CC=C(C=C1)C1=C(N=CS1)C (2R,4S)-4-hydroxy-N-(4-(4-methylthiazol-5-yl)benzyl)pyrrolidine-2-carboxamide, hydrochloride